8-C-(E-phenylvinyl)-naringenin C1(=CC=CC=C1)/C=C/C1=C(C=C(C=2C(C[C@H](OC12)C1=CC=C(O)C=C1)=O)O)O